ethylbutyl-Amine C(C)NCCCC